1,3-diethyl-1,5-pentanediol C(C)C(CC(CCO)CC)O